iron monohydrate O.[Fe]